COC=1C=C(C=CC1OC)C(N1CC(N(CC1)C1CC2(C1)CCNCC2)C2=C(C=CC=C2)C(C)C)([2H])[2H] 2-(4-((3,4-dimethoxyphenyl)methyl-d2)-2-(2-isopropylphenyl)piperazin-1-yl)-7-azaspiro[3.5]Nonane